BrC(C)C1=C(C#N)C=CC=C1 2-(1-bromoethyl)benzonitrile